ClC1=C(OCC(=O)OC)C=CC(=C1)Cl methyl (2,4-dichlorophenoxy)acetate